(8-trifluoromethylquinolin-5-yl)-5-(trifluoromethyl)-3-azabicyclo[3.1.0]hexane-1-carboxylic acid FC(C=1C=CC(=C2C=CC=NC12)C1C2(CC2(CN1)C(F)(F)F)C(=O)O)(F)F